(R)-5-amino-N-ethyl-6-methyl-N-((S)-7'-(trifluoromethyl)spiro[cyclopropane-1,1'-isochroman]-4'-yl)-6,8-dihydro-1H-furo[3,4-d]pyrrolo[3,2-b]pyridine-2-carboxamide NC1=C2C(=C3C(=N1)C=C(N3)C(=O)N([C@@H]3COC1(C4=CC(=CC=C34)C(F)(F)F)CC1)CC)CO[C@@H]2C